FC1=C2N=C(C=NC2=CC=C1CO)OC 5-fluoro-3-methoxyquinoxalin-6-yl-methanol